N[C@H]1CS(C2=C(N(C1=O)CC1=CC=C(C=C1)Cl)C=C(C(=C2)F)C=2OC(=NN2)C21CN(CC(C2)C1)S(=O)(=O)C)(=O)=O (3R)-3-amino-5-[(4-chlorophenyl)methyl]-8-fluoro-7-[5-(3-methylsulfonyl-3-azabicyclo[3.1.1]-heptan-1-yl)-1,3,4-oxa-diazol-2-yl]-1,1-dioxo-2,3-dihydro-1λ6,5-benzothiazepin-4-one